1-phenyl-1H-pyrazol-5-yl acetate C(C)(=O)OC1=CC=NN1C1=CC=CC=C1